N[C@@H]1CN(CC1)C1=NC(=NC2=CC=C(C=C12)C)N1CCS(C2=C(C1)C=CC=C2)=NCCCO 4-(((S)-3-aminopyrrolidin-1-yl)-6-methylquinazolin-2-yl)-1-((3-hydroxypropyl)imino)-2,3,4,5-tetrahydro-benzo[f][1,4]thiazepine